FC=1C=C(C=CC1)C1=C(C=CC=C1)C(/C=C/C=1C=CC(=C(C1)/C=C/C(=O)NO)OC)=O (E)-3-[5-((E)-3-(2-(3-fluorophenyl)phenyl)-3-oxopropenyl)-2-methoxyphenyl]-N-hydroxyacrylamide